C(C)(C)(C)[Si](OCC1CCC(CC1)OCC(=O)OCC)(C1=CC=CC=C1)C1=CC=CC=C1 ethyl 2-[4-[[tertbutyl(diphenyl)silyl]oxymethyl]cyclohexoxy]acetate